(2S,5R)-2-((8-(2,6-dichloro-4-fluorophenyl)-2,3-dihydrobenzo[B][1,4]dioxin-5-yl)methyl)-5-isopropyl-3,6-dimethoxy-2,5-dihydropyrazine ClC1=C(C(=CC(=C1)F)Cl)C1=CC=C(C2=C1OCCO2)C[C@@H]2N=C([C@H](N=C2OC)C(C)C)OC